2-(1-(ethylsulfonyl)-3-(4-(2-(5-methylthiophen-2-yl)-6-(phenylsulfonyl)imidazo[4,5-d]Pyrrolo[2,3-b]Pyridin-1(6H)-yl)-1H-pyrazol-1-yl)azetidin-3-yl)acetonitrile C(C)S(=O)(=O)N1CC(C1)(N1N=CC(=C1)N1C(=NC=2C1=C1C(=NC2)N(C=C1)S(=O)(=O)C1=CC=CC=C1)C=1SC(=CC1)C)CC#N